FC(C1=C(N=C2C(=N1)C(=NN2COCC[Si](C)(C)C)I)N2CCC1([C@@H]([C@@H](OC1)C)N)CC2)F (3S,4S)-8-(5-(difluoromethyl)-3-iodo-1-((2-(trimethylsilyl)ethoxy)methyl)-1H-pyrazolo[4,3-b]pyrazin-6-yl)-3-methyl-2-oxa-8-azaspiro[4.5]decan-4-amine